FC1=NC=CC2=C1CC1CCC2N1C(=O)NC1=CC(=CC=C1)OC(F)(F)F 1-fluoro-N-(3-(trifluoromethoxy)phenyl)-6,7,8,9-tetrahydro-5H-5,8-epiminocyclohepta[c]pyridine-10-carboxamide